N-[4-[4-(2-amino-2-oxo-ethyl)piperazine-1-carbonyl]-3-chloro-phenyl]-5-(2,3-difluoro-4-methoxy-phenyl)-1-methyl-imidazole-2-carboxamide NC(CN1CCN(CC1)C(=O)C1=C(C=C(C=C1)NC(=O)C=1N(C(=CN1)C1=C(C(=C(C=C1)OC)F)F)C)Cl)=O